1-(1Z-octadecenyl)-2-(6Z,9Z,12Z-octadecatrienoyl)-glycero-3-phospho-(1'-sn-glycerol) CCCCCCCCCCCCCCCC/C=C\OC[C@H](COP(=O)(O)OC[C@H](CO)O)OC(=O)CCCC/C=C\C/C=C\C/C=C\CCCCC